C=1(C(=CC=C2C=CC=CC12)N)N Naphthalindiamin